C(\C=C\C)(=O)O.[Li] lithium crotonic acid